4-(4-fluorophenyl)-1-(2-methyloxazol-4-yl)butan-2-one FC1=CC=C(C=C1)CCC(CC=1N=C(OC1)C)=O